FC1=CC(=C(C#N)C=C1)N1C[C@@H](CC1)N(C=1C2=C(N=CN1)NC=C2)C (R)-4-fluoro-2-(3-(methyl(7H-pyrrolo[2,3-d]pyrimidin-4-yl)amino)pyrrolidin-1-yl)benzonitrile